C(C)N1C([C@H](OC2(C1)CCN(CC2)CCC(C)C)C)=O (R)-4-Ethyl-9-isopentyl-2-methyl-1-oxa-4,9-diazaspiro[5.5]undecan-3-on